4-((2r,3s,4s,5r)-3-(3,4-difluoro-2-methoxyphenyl)-4,5-dimethyl-5-(trifluoromethyl)tetrahydrofuran-2-carboxamido)-N-hydroxypyridinecarboxamide FC=1C(=C(C=CC1F)[C@H]1[C@@H](O[C@]([C@H]1C)(C(F)(F)F)C)C(=O)NC1=CC(=NC=C1)C(=O)NO)OC